C(#N)C(CC(=O)O)C 3-Cyanobutyric acid